N[C@H](C(=O)O)CC1=CC=C(C=C1)C=1C=NN(C1)CCO (S)-2-amino-3-(4-(1-(2-hydroxyethyl)-1H-pyrazol-4-yl)phenyl)propanoic acid